5-cyclopropyl-N-(3-(4-((tetrahydro-2H-pyran-4-yl)amino)piperidin-1-yl)phenyl)pyrazolo[1,5-a]pyrimidine-3-carboxamide C1(CC1)C1=NC=2N(C=C1)N=CC2C(=O)NC2=CC(=CC=C2)N2CCC(CC2)NC2CCOCC2